C(=O)C1=C2CCN(CC2=CC=C1)C(=O)OCCCC butyl 5-formyl-3,4-dihydro-1H-isoquinoline-2-carboxylate